[C@@H]12OCC[C@H]2[C@@H]1C(=O)OC1=C(C=C(C=C1)C)F 2-fluoro-4-methylphenyl (1s,5s,6s)-2-oxabicyclo[3.1.0]hexane-6-carboxylate